2-((4-amino-2-propyl-1H-imidazo[4,5-c]quinolin-1-yl)methyl)-2-methylpropane-1,3-diol NC1=NC=2C=CC=CC2C2=C1N=C(N2CC(CO)(CO)C)CCC